4-fluoro-N,N-bis(4-methoxy-benzyl)-1-(tetrahydro-2H-pyran-2-yl)-1H-pyrazole-3-sulfonamide FC=1C(=NN(C1)C1OCCCC1)S(=O)(=O)N(CC1=CC=C(C=C1)OC)CC1=CC=C(C=C1)OC